C(C)N1CCN(CC1)CC1=CC=C(C=C1)NC=1N=C(C2=C(N1)NC=C2C2=C(C=C(C=C2)OCC2=NC=CC=C2C)F)OCCOC N-(4-((4-ethylpiperazin-1-yl)methyl)phenyl)-5-(2-fluoro-4-((3-methylpyridin-2-yl)methoxy)phenyl)-4-(2-methoxyethoxy)-7H-pyrrolo[2,3-d]pyrimidin-2-amine